1-(bromomethyl)-2,4,5-trifluorobenzene BrCC1=C(C=C(C(=C1)F)F)F